2,4-diacetyl-anisole C(C)(=O)C1=C(C=CC(=C1)C(C)=O)OC